ClC1=CC=C(C=N1)NC1=NC=CC2=CC(=CC=C12)OCC1=CC=NO1 N-(6-chloropyridin-3-yl)-6-(isoxazol-5-ylmethoxy)isoquinolin-1-amine